C1(CC1)CC(=O)NC=1SC(=NN1)N1CCC(CC1)NC=1SC(=NN1)NC(CC1=CC=CC=C1)=O 2-CYCLOPROPYL-N-[5-(4-{[5-(2-PHENYLACETAMIDO)-1,3,4-THIADIAZOL-2-YL]AMINO}PIPERIDIN-1-YL)-1,3,4-THIADIAZOL-2-YL]ACETAMID